FC(OC1=CC=C(C=C1)C1=CN=C2N1C=CN=C2NC2=CC(=C(C(=O)N1CCN(CC1)C(CNCC)=O)C=C2)C)F 1-[4-[4-[[3-[4-(difluoromethoxy)phenyl]imidazo[1,2-a]pyrazin-8-yl]amino]-2-methylbenzoyl]piperazin-1-yl]-2-(ethylamino)ethanone